4-(1H-[1,2,3]triazolo[4,5-c]pyridin-4-yl)-N-[trans-4-(2-hydroxypropan-2-yl)cyclohexyl]benzamide N1N=NC=2C(=NC=CC21)C2=CC=C(C(=O)N[C@@H]1CC[C@H](CC1)C(C)(C)O)C=C2